19-eicosatetraenoic acid C=CCCCCCCCCC/C=C/C=C/C=C/CCC(=O)O